NC1=C(C=C(C(=N1)F)C=1C=CC(=C(C#N)C1)OC1CCN(CC1)C(C)C)C=1C=C2CCNC(C2=CC1F)=O 5-(6-amino-2-fluoro-5-(7-fluoro-1-oxo-1,2,3,4-tetrahydroisoquinolin-6-yl)pyridin-3-yl)-2-((1-isopropylpiperidin-4-yl)oxy)benzonitrile